1-(4-(((2-((2-chloro-3-(3-chloro-2-(4-(((2-hydroxyethyl)amino)methyl)-3-methoxyphenyl)pyridin-4-yl)phenyl)amino)-3-fluoropyridin-4-yl)methyl)amino)piperidin-1-yl)ethan-1-one ClC1=C(C=CC=C1C1=C(C(=NC=C1)C1=CC(=C(C=C1)CNCCO)OC)Cl)NC1=NC=CC(=C1F)CNC1CCN(CC1)C(C)=O